5-iodo-2-bromopyrimidine IC=1C=NC(=NC1)Br